6-methyl-2-[5-(trifluoromethyl)pyridin-3-yl]imidazo[1,2-b]pyridazine-3-carboxylic acid CC=1C=CC=2N(N1)C(=C(N2)C=2C=NC=C(C2)C(F)(F)F)C(=O)O